C1(=CC=CC=C1)N(C1=CC=C(C=CC2=CC=C(C=C2)C2=CC=C(C=C2)C=CC2=CC=C(C=C2)N(C2=CC=CC=C2)C2=CC=CC=C2)C=C1)C1=CC=CC=C1 (4,4'-Bis[4-(diphenylamino)styryl])biphenyl